N[C@H](C(=O)NC1=NC=C(C=C1)C=1C(=NOC1C)C)C1CCCCC1 (S)-2-amino-2-cyclohexyl-N-(5-(3,5-dimethylisoxazol-4-yl)pyridin-2-yl)Acetamide